FC=1C=C2C(=CNC2=CC1F)NC(=O)C=1N=NN(C1)C=1C=NC(=C(C1)F)N1C[C@@H](CC1)C(F)(F)F |o1:28| (R or S)-N-(5,6-difluoro-1H-indol-3-yl)-1-[5-fluoro-6-[3-(trifluoromethyl)pyrrolidin-1-yl]Pyridin-3-yl]-1,2,3-triazole-4-carboxamide